(R)-1-((2,2-difluoro-[1,3]dioxolo[4',5':4,5]benzo[1,2-d]thiazol-6-yl)amino)-1-oxopropan-2-yl acetate C(C)(=O)O[C@@H](C(=O)NC=1SC2=C(N1)C=C1C(=C2)OC(O1)(F)F)C